propylene glycol mono(2-methyl-2-propenyl) ether CC(COCC(C)O)=C